6,6-dimethyl-6,7-dihydro-4H-[1,2,3]oxadiazolo[4,3-c][1,4]oxazin-8-ium-3-olate CC1(C[N+]=2C(CO1)=C(ON2)[O-])C